C1=C(C(=CC=2C3=CC(=C(C=C3C3=CC(=C(C=C3C12)S)S)S)S)S)S 2,3,6,7,10,11-triphenylenehexathiol